FCCN1N=CC(=C1C)NC1=NC=C(C=N1)I N-(1-(2-fluoroethyl)-5-methyl-1H-pyrazol-4-yl)-5-iodopyrimidin-2-amine